FC(C(C(C)C)O)(OC1=CC=C(C2=C1N=C(O2)N2CC1N(C(C2)C1)C(=O)OC(C)(C)C)C=1SC=CN1)F tert-Butyl 3-(4-(1,1-difluoro-2-hydroxy-3-methylbutoxy)-7-(thiazol-2-yl)benzo[d]oxazol-2-yl)-3,6-diazabicyclo[3.1.1]heptane-6-carboxylate